5-[(2-{[(2,4-dimethoxyphenyl)methyl]amino}-3-fluoropyridin-4-yl)oxy]-N-(4-ethyl-2-fluorophenyl)-4-methylpyridin-3-amine COC1=C(C=CC(=C1)OC)CNC1=NC=CC(=C1F)OC=1C(=C(C=NC1)NC1=C(C=C(C=C1)CC)F)C